n-triacontyl eicosanoate C(CCCCCCCCCCCCCCCCCCC)(=O)OCCCCCCCCCCCCCCCCCCCCCCCCCCCCCC